C(C)C1(OCC(CC1)C(=O)ON1C(CCC1=O)=O)C(=O)[O-] 5-(2,5-dioxopyrrolidin-1-yl) 2-ethyltetrahydro-2H-pyran-2,5-dicarboxylate